C(C)(C)OC1=C(C=C(C=C1)C(C(=O)OCC)=O)C ethyl 2-(4-isopropoxy-3-methylphenyl)-2-oxoacetate